3,5-difluoro-N,N-diisopropylbenzamidine FC=1C=C(C(=N)N(C(C)C)C(C)C)C=C(C1)F